BrC=1C(=C2C(=NC1)N=C(N2)C2=C(N(C(=C2)C)C=2C(=C(C(=O)NCCN(C)C)C=CC2)C)C)N[C@@H]2CN(CC2)S(=O)(=O)CC 3-(3-(6-bromo-7-(((S)-1-(ethylsulfonyl)pyrrolidine-3-yl)amino)-1H-imidazo[4,5-b]pyridine-2-yl)-2,5-dimethyl-1H-pyrrol-1-yl)-N-(2-(dimethylamino)ethyl)-2-methylbenzamide